NC(C)[C@H]1CN(CC1)C(=O)OCC1=CC=CC=C1 benzyl (3R)-3-(1-aminoethyl)pyrrolidine-1-carboxylate